tert-butyl (1-(3,6-dimethoxy-5-pentylpyridin-2-yl)butan-2-yl)carbamate COC=1C(=NC(=C(C1)CCCCC)OC)CC(CC)NC(OC(C)(C)C)=O